(2s,4's)-4-chloro-N-[(4-chloro-6-methyl-2-oxo-1H-pyridin-3-yl)methyl]-4'-[(dimethylamino)methyl]-7-methylspiro[1,3-benzodioxole-2,1'-cyclohexane]-6-carboxamide ClC1=CC(=C(C=2OC3(CCC(CC3)CN(C)C)OC21)C)C(=O)NCC=2C(NC(=CC2Cl)C)=O